1-(4-(4-(3-oxa-8-azabicyclo[3.2.1]oct-8-yl)-6-morpholino-1,3,5-triazin-2-yl)phenyl)-3-(1-oxo-1,3-dihydroisobenzofuran-5-yl)urea C12COCC(CC1)N2C2=NC(=NC(=N2)N2CCOCC2)C2=CC=C(C=C2)NC(=O)NC=2C=C1COC(C1=CC2)=O